C(C1=CC=CC=C1)N([C@H]1C[C@H](CC1)C(=O)OC)CC1=CC=CC=C1 Methyl (1S,3R)-3-(dibenzylamino)cyclopentane-1-carboxylate